FC=1C=CC(=C2C=C(N(C12)CCNC1=NC=NC(=C1)C1=CC=C(C=C1)C=1N(C=NC1)C)C)OC [2-(7-Fluoro-4-methoxy-2-methyl-indol-1-yl)-ethyl]-{6-[4-(3-methyl-3H-imidazol-4-yl)-phenyl]-pyrimidin-4-yl}-amine